BrC1=CC(=CC(=N1)[C@H](CC(=O)OC)NC(C(CC(C)C)N1C(C=C(C(=C1)CCN(C)C)C(F)(F)F)=O)=O)C1=C(C=CC=C1C)C methyl (3S)-3-(6-bromo-4-(2,6-dimethylphenyl)pyridin-2-yl)-3-(2-(5-(2-(dimethyl-amino)ethyl)-2-oxo-4-(trifluoromethyl)pyridin-1(2H)-yl)-4-methylpentanamido)propanoate